C1(=CCCCC1)C=1C2=C(N=C(N1)OCC13CCCN3CCC1)C(=C(N=C2)C2=CC=CC1=CC=CC(=C21)F)F 4-(cyclohex-1-en-1-yl)-8-fluoro-7-(8-fluoronaphthalen-1-yl)-2-((hexahydro-1H-pyrrolizin-7a-yl)methoxy)pyrido[4,3-d]pyrimidine